(1-(trifluoromethyl)-1H-pyrazol-3-yl)methanol FC(N1N=C(C=C1)CO)(F)F